Cl.FC(CN1CCC(CC1)CCOC=1C=C2C(=CNC2=CC1)N)(F)F 5-(2-(1-(2,2,2-trifluoroethyl)piperidin-4-yl)ethoxy)-1H-indol-3-amine hydrochloride